3-(5-((4-(2-(4-chloro-2-fluorophenyl)-2-methylbenzo[d][1,3]dioxol-4-yl)piperidin-1-yl)methyl)-4-((1-ethyl-1H-imidazol-5-yl)methyl)-4H-1,2,4-triazol-3-yl)propanoic acid ClC1=CC(=C(C=C1)C1(OC2=C(O1)C=CC=C2C2CCN(CC2)CC=2N(C(=NN2)CCC(=O)O)CC2=CN=CN2CC)C)F